C(C=C)(=O)O[N+](C)(C)C acryloxytrimethylammonium